2-(4-amino-4-methylpiperidin-1-yl)-N-(5-cyclopropyl-4-fluoro-1H-pyrazol-3-yl)-6-(4-(4-methylpiperazin-1-yl)phenyl)quinazolin-4-amine, tri-hydrochloride Cl.Cl.Cl.NC1(CCN(CC1)C1=NC2=CC=C(C=C2C(=N1)NC1=NNC(=C1F)C1CC1)C1=CC=C(C=C1)N1CCN(CC1)C)C